C1(=NCCC2=CC=CC=C12)S(=O)(=O)N 3,4-dihydroisoquinolinesulfonamide